BrC1=C(C=C(C(=O)N2CC=3N(C[C@H]2C)C(N(C3C(=O)NCC3=C(C=CC=C3C3=NC=NC=C3)F)C3=CC=C(C=C3)OC3CC3)=O)C=C1)Cl |o1:12| (R*)-7-(4-bromo-3-chlorobenzoyl)-2-(4-cyclopropoxyphenyl)-N-(2-fluoro-6-(pyrimidin-4-yl)benzyl)-6-methyl-3-oxo-2,3,5,6,7,8-hexahydroimidazo[1,5-a]pyrazine-1-carboxamide